C(C)(C)[Si](C1=CC=C(C=C1)C(=C)C1=CC=C(C=C1)OC)(C(C)C)C(C)C 1-[4-(triisopropylsilyl)phenyl]-1-[4'-(methoxy)phenyl]ethylene